5-(2-(tert-butyl)-4-(4-fluorophenyl)-1H-imidazol-5-yl)-3-neopentyl-3H-imidazo[4,5-b]pyridin-2-amine C(C)(C)(C)C=1NC(=C(N1)C1=CC=C(C=C1)F)C1=CC=C2C(=N1)N(C(=N2)N)CC(C)(C)C